3-bromo-2-(4-fluorophenyl)-7,8-dihydro-4H,6H-pyrazolo[5,1-c][1,4]oxazepine BrC=1C(=NN2C1COCCC2)C2=CC=C(C=C2)F